1-(tetrahydro-2H-pyran-2-yl)-6-(2-(2-(trifluoromethyl)pyridin-4-yl)-2,6-diazaspiro[3.4]octan-6-yl)-3-vinyl-1H-pyrazolo[3,4-b]pyrazine O1C(CCCC1)N1N=C(C=2C1=NC(=CN2)N2CC1(CN(C1)C1=CC(=NC=C1)C(F)(F)F)CC2)C=C